2-(fluorosulfonyl)difluoro-acetic acid FS(=O)(=O)C(C(=O)O)(F)F